ONC(C[C@H](N)C(=O)O)=O Nγ-hydroxy-L-asparagine